9-(4,5-dihydro-1H-imidazol-2-ylmethoxy)-6-isopropyl-5-methyl-pyrido[4,3-b]carbazole N1C(=NCC1)COC1=CC=2C=3C=C4C(=C(C3N(C2C=C1)C(C)C)C)C=CN=C4